C(C)C1C(C=2C(CCOC2CC1)(C)C)=O 6-ethyl-4,4-dimethyl-2,3,4,6,7,8-hexahydro-5H-chromen-5-one